5-bromo-4-methyl-2-[3-(1-methyl-1-t-butoxycarbonylethyl)ureido]-3-thiophenecarboxylic acid ethyl ester C(C)OC(=O)C1=C(SC(=C1C)Br)NC(=O)NC(C)(C(=O)OC(C)(C)C)C